5-(5-(3,5-dichloro-4-fluorophenyl)-5-(trifluoromethyl)-4,5-dihydroisoxazol-3-yl)-N'-isobutyryl-3-methyl-5,6-dihydro-4H-thieno[2,3-c]pyrrole-2-carbohydrazide ClC=1C=C(C=C(C1F)Cl)C1(CC(=NO1)N1CC2=C(C1)C(=C(S2)C(=O)NNC(C(C)C)=O)C)C(F)(F)F